(3R)-3-[(1S)-2-tert-butoxy-1-[[3-(2,3-dihydro-1,4-benzodioxin-6-ylmethyl-sulfamoyl)phenyl]methyl]-2-oxoethyl]pyrrolidine-1-carboxylic acid tert-butyl ester C(C)(C)(C)OC(=O)N1C[C@H](CC1)[C@@H](C(=O)OC(C)(C)C)CC1=CC(=CC=C1)S(NCC1=CC2=C(OCCO2)C=C1)(=O)=O